1-(benzo[d]thiazol-2-yl)-1-(pyridin-3-yl)butan-1-ol S1C(=NC2=C1C=CC=C2)C(CCC)(O)C=2C=NC=CC2